3-bromo-4-((triisopropylsilyl)ethynyl)pyrazolo[1,5-a]pyridine-5-carboxylic acid methyl ester COC(=O)C1=C(C=2N(C=C1)N=CC2Br)C#C[Si](C(C)C)(C(C)C)C(C)C